N[C@@H](CC(=O)O)C1=C(C(=CC=C1)F)F (S)-3-amino-3-(2,3-difluorophenyl)propionic acid